C(#N)C1=CC(=C(OC=2C3=C(N=C(N2)NC2=CC=C(C=C2)C#N)CCN(C3)C(=O)C3N(CCC3)C(=O)OC(C)(C)C)C(=C1)C)C tert-butyl 2-(4-(4-cyano-2,6-dimethylphenoxy)-2-((4-cyanophenyl)amino)-5,6,7,8-tetrahydropyrido[4,3-d]pyrimidine-6-carbonyl)pyrrolidine-1-carboxylate